C(#N)C=1C=C(C(=C2C=C(NC12)C)N1C[C@H](C[C@@H](C1)F)NC(OC(C)(C)C)=O)F tert-butyl ((3S,5S)-1-(7-cyano-5-fluoro-2-methyl-1H-indol-4-yl)-5-fluoropiperidin-3-yl)carbamate